BrC=1C(=C(C=CC1)NC1=NC=NC2=CC3=C(C=C12)O[C@H](CO3)CN3[C@@H](CN(CC3)C)C)F (S)-N-(3-bromo-2-fluorophenyl)-7-(((R)-2,4-dimethylpiperazin-1-yl)methyl)-7,8-dihydro-[1,4]dioxino[2,3-g]quinazolin-4-amine